ClC1=C(N=C2N(C1=O)C=C(N=C2C2=C(C=C(C(=C2)F)F)F)C2CC(OCC2)C=2C=NN(C2)C2CC2)C 3-chloro-7-(2-(1-cyclopropyl-1H-pyrazol-4-yl)tetrahydro-2H-pyran-4-yl)-2-methyl-9-(2,4,5-trifluorophenyl)-4H-pyrazino[1,2-a]pyrimidin-4-one